(S)-2-(fluoromethyl)-3-((R)-5-isopropyl-3-(isoquinolin-1-yl)-4,5-dihydroisoxazole-5-carboxamido)-5-oxotetrahydrofuran-2-yl propionate C(CC)(=O)O[C@@]1(OC(CC1NC(=O)[C@@]1(CC(=NO1)C1=NC=CC2=CC=CC=C12)C(C)C)=O)CF